CC1=C(C=C(C=C1)CC(=O)O)CCN[C@@H]([C@H]1CNC2=CC=CN=C2C1)C1=CC=CC=C1 2-(4-methyl-3-(2-(((S)-phenyl((R)-1,2,3,4-tetrahydro-1,5-naphthyridin-3-yl)methyl)amino)ethyl)phenyl)acetic acid